[N+](=[N-])=CC(CC[C@@H](C(=O)OC(C)C)NC([C@H](C=1SC=CC1)O)=O)=O isopropyl (S)-6-diazo-2-((R)-2-hydroxy-2-(thiophen-2-yl)acetamido)-5-oxohexanoate